4-methoxy-N,N-bis(4-methoxybenzyl)-1-(tetrahydro-2H-pyran-2-yl)-1H-pyrazole-5-sulfonamide COC=1C=NN(C1S(=O)(=O)N(CC1=CC=C(C=C1)OC)CC1=CC=C(C=C1)OC)C1OCCCC1